Cl.Cl.N[C@@H](COC1=C(C=2C=C(C=NC2C=C1)F)C(=O)OCC1=CC=CC=C1)CC1=NC(=CC=C1)Br Benzyl (R)-6-(2-amino-3-(6-bromopyridin-2-yl)propoxy)-3-fluoroquinoline-5-carboxylate dihydrochloride